OC(C)(C)C1=CC(=NN1)NC1=NC(=C2C=CC=NC2=C1)NC1CC2CCC(C1)N2CCC#N 3-((3-exo)-3-((7-((5-(2-hydroxypropan-2-yl)-1H-pyrazol-3-yl)amino)-1,6-naphthyridin-5-yl)amino)-8-azabicyclo[3.2.1]octan-8-yl)propionitrile